1-(2-chloroethyl)-1,2-dimethyl-sulfonyl-hydrazine heptadecan-9-yl-8-((4-hydroxybutyl)amino)octanoate CCCCCCCCC(CCCCCCCC)OC(CCCCCCCNCCCCO)=O.ClCCN(NS(=O)(=O)C)S(=O)(=O)C